C1(CCCC1)C1=C(C(=C(C(=N1)N)N)C1CCCC1)C1=NC(=NO1)C Dicyclopentyl-5-(3-methyl-1,2,4-oxadiazol-5-yl)pyridine-2,3-diamine